OC[C@@]12[C@H]([C@@H]([C@H](CN2CC1)O)O)O (3S,4R,5R,6R)-6-(hydroxymethyl)-1-azabicyclo[4.2.0]octane-3,4,5-triol